3-fluoro-2-hydroxy-5-(5-phenyloxazol-2-yl)benzaldehyde FC=1C(=C(C=O)C=C(C1)C=1OC(=CN1)C1=CC=CC=C1)O